diisodecyl diformate C(=O)OCCCCCCCC(C)C.C(=O)OCCCCCCCC(C)C